tert-butyl 3-oxo-1-oxa-8-azaspiro[4.5]decane-8-carboxylate O=C1COC2(C1)CCN(CC2)C(=O)OC(C)(C)C